1-(methylsulfonyl)-7-(5-(6-(3-(pyrrolidin-1-yl)propoxy)pyridin-3-yl)-3H-imidazo[4,5-b]pyridin-3-yl)-1,2,3,4-tetrahydroquinoline CS(=O)(=O)N1CCCC2=CC=C(C=C12)N1C=NC=2C1=NC(=CC2)C=2C=NC(=CC2)OCCCN2CCCC2